S1C(=CC2=C1C=CC=C2)C2=CC=C1C=CC(=CC1=C2)C2=CC=C(C=C2)N(C2=CC=C(C=C2)C=2SC1=C(C2)C=CC=C1)C1=CC=C(C=C1)C=1SC2=C(N1)C=CC=C2 {4-(7-benzothiophen-2-yl-naphthalen-2-yl)-phenyl}-(4-benzothiazole-2-yl-phenyl)-(4-benzothiophen-2-yl-phenyl)amine